8-(2-tert-butylpyrimidin-5-yl)-3-methyl-6-oxo-2H,3H,4H,6H-pyrimido[2,1-b][1,3,5]thiadiazine-7-carbonitrile C(C)(C)(C)C1=NC=C(C=N1)C=1N=C2SCN(CN2C(C1C#N)=O)C